NC1=CC=CC(=N1)S(=O)(=O)NC(=O)C=1C(=NC(=CC1)C(F)(F)F)N1C(C[C@@H](C1)C)(C)C N-[(6-Amino-2-pyridyl)sulfonyl]-6-(trifluoromethyl)-2-[(4S)-2,2,4-trimethylpyrrolidin-1-yl]pyridin-3-carboxamid